(4-methylthiazol-5-yl)-6-(3-phenylpropoxy)-2-(pyridin-3-yl)-1H-inden-1-one CC=1N=CSC1C1=C(C(C2=CC(=CC=C12)OCCCC1=CC=CC=C1)=O)C=1C=NC=CC1